2-(2-chlorophenyl)-N-{4-[1-(difluoromethyl)-1H-pyrazol-4-yl]-3-{[(dimethylamino)methylene]Sulfamoyl}-2-(trifluoromethyl)phenyl}acetamide ClC1=C(C=CC=C1)CC(=O)NC1=C(C(=C(C=C1)C=1C=NN(C1)C(F)F)S(N=CN(C)C)(=O)=O)C(F)(F)F